O=C1NC(CCC1N1C(C2=CC=CC(=C2C1=O)NCCCCC1CNCC1)=O)=O 2-(2,6-dioxopiperidin-3-yl)-4-((4-(pyrrolidin-3-yl)butyl)amino)isoindoline-1,3-dione